ClC1=NC=C(C(=N1)C(C)C)Cl 2,5-dichloro-4-isopropyl-pyrimidine